8-bromo-2-ethylsulfonyl-3,6-dimethyl-chromen-4-one BrC=1C=C(C=C2C(C(=C(OC12)S(=O)(=O)CC)C)=O)C